(S)-N-(4-(4-((3-acrylamido-4-(2-methyl-4-(tetrahydro-2H-pyran-4-yl)piperazin-1-yl)phenyl)amino)pyrimidin-2-yl)-3-(hydroxymethyl)pyridin-2-yl)-4-(tert-butyl)-2-fluorobenzamide C(C=C)(=O)NC=1C=C(C=CC1N1[C@H](CN(CC1)C1CCOCC1)C)NC1=NC(=NC=C1)C1=C(C(=NC=C1)NC(C1=C(C=C(C=C1)C(C)(C)C)F)=O)CO